1-(1-(3-chloro-4-(2,6-dioxopiperidin-3-yl)phenyl)azetidin-3-yl)-3-(3-chloro-4-methylphenyl)urea ClC=1C=C(C=CC1C1C(NC(CC1)=O)=O)N1CC(C1)NC(=O)NC1=CC(=C(C=C1)C)Cl